3-(3,5-Dimethoxyphenyl)-1-methyl-8-[(4-methylpiperazin-1-yl)carbonyl]-1,3,4,7-tetrahydro-2H-pyrrolo[3',2':5,6]pyrido[4,3-d]pyrimidin-2-one COC=1C=C(C=C(C1)OC)N1C(N(C2=C(C1)C=NC1=C2C=C(N1)C(=O)N1CCN(CC1)C)C)=O